BrC(C(/C=C/C(C)N(CC)CCNC(CCCCCCCCCCCCCCCCCCCC1=CC=CC=C1)=O)Cl)CCCC (E)-(4-bromo-3-chlorooct-1-en-1-yl)benzeneArachidamidoethyldiethyl-amin